N-((2-(4-hydroxy-3-methylphenyl)thiazol-5-yl)methyl)-11-oxo-10,11-dihydrodibenzo[b,f][1,4]thiazepine-8-carboxamide 5,5-dioxide OC1=C(C=C(C=C1)C=1SC(=CN1)CNC(=O)C1=CC2=C(S(C3=C(C(N2)=O)C=CC=C3)(=O)=O)C=C1)C